CN1N=C2C(=NC(=CC2=C1)NC(=O)N1CCC=2C1=NC=CC2N2C[C@H](N(CC2)C(=O)OC(C)(C)C)C)C tert-butyl (R)-4-(1-((2,7-dimethyl-2H-pyrazolo[3,4-c]pyridin-5-yl)carbamoyl)-2,3-dihydro-1H-pyrrolo[2,3-b]pyridin-4-yl)-2-methylpiperazine-1-carboxylate